N,N-dibenzyl-2-[1-[(2,4-dichlorophenyl)methyl]-5-oxopyrrolidin-2-yl]acetamid C(C1=CC=CC=C1)N(C(CC1N(C(CC1)=O)CC1=C(C=C(C=C1)Cl)Cl)=O)CC1=CC=CC=C1